N[C@H]1CCC[C@@H]2N(C1=O)[C@@H](CC2)C(=O)O (3S,6S,9aS)-6-amino-5-oxooctahydro-1H-pyrrolo[1,2-a]azepine-3-carboxylic acid